L-3-(4-pyridyl)-alanine N1=CC=C(C=C1)C[C@H](N)C(=O)O